2-amino-1-(3-((3-chloro-4-fluorophenyl)amino)-2-(3,4-difluorophenyl)-8,8-dimethyl-5,6-dihydroimidazo[1,2-a]pyrazin-7(8H)-yl)ethan-1-one NCC(=O)N1C(C=2N(CC1)C(=C(N2)C2=CC(=C(C=C2)F)F)NC2=CC(=C(C=C2)F)Cl)(C)C